(2S,4R)-1-(2-(6-amino-9H-purin-9-yl)acetyl)-N-(3-chloro-2-fluorophenylmethyl)-4-methylpyrrolidine-2-carboxamide NC1=C2N=CN(C2=NC=N1)CC(=O)N1[C@@H](C[C@H](C1)C)C(=O)NCC1=C(C(=CC=C1)Cl)F